C1=C(C=CC2=CC=CC=C12)C=1NC=C(N1)C=1C=C(C=CC1)C 2-(Naphthalin-2-yl)-4(s)-(m-tolyl)-1H-imidazol